4-[4-(4-Chlorophenyl)-4-hydroxypiperidin-1-yl]-N,N-dimethyl-2,2-diphenylbutyramide hydrochloride Cl.ClC1=CC=C(C=C1)C1(CCN(CC1)CCC(C(=O)N(C)C)(C1=CC=CC=C1)C1=CC=CC=C1)O